C(C)(C)(C)OC(=O)N1C(N([C@@H](C1)C(N(C)C1=C(C(=C(C=C1)F)Cl)F)=O)C1=CC(=C2C(=N1)C=CC2)C(F)(F)F)=O (S)-4-((3-chloro-2,4-difluorophenyl)(methyl)carbamoyl)-2-oxo-3-(4-(trifluoromethyl)-5H-cyclopenta[b]pyridin-2-yl)imidazolidine-1-carboxylic acid tert-butyl ester